ClCC=1C(=C(C=CC1)C1CCCC1)C(F)(F)F (chloromethyl)-1-cyclopentyl-2-(trifluoromethyl)benzene